OC1=C(C(N(C=C1)C)=O)NC(N[C@@H](CC(=O)OCC)C1=CC(=CC=C1)C=1N=NC(=CC1)OC)=O ethyl (S)-3-(3-(4-hydroxy-1-methyl-2-oxo-1,2-dihydropyridin-3-yl)ureido)-3-(3-(6-methoxy pyridazin-3-yl)phenyl)propanoate